BrC=1C=C(C=C(C1)Cl)C(C(=O)O)N1C(C=C(C(=C1)CCN1CC(C1)F)C(F)(F)F)=O (3-bromo-5-chlorophenyl)({5-[2-(3-fluoroazetidin-1-yl)ethyl]-2-oxo-4-(trifluoromethyl)pyridin-1-yl})acetic acid